ClC=1C=C2C(OCCC3=CC=C(C=C3C3=C(C=C(C(NS(C(C1O)=C2)(=O)=O)=C3)F)F)OC)=O 14-chloro-20,22-difluoro-15-hydroxy-4-methoxy-17,17-dioxo-10-oxa-17λ6-thia-18-azatetracyclo[17.3.1.112,16.02,7]tetracosa-1(22),2,4,6,12,14,16(24),19(23),20-nonaen-11-one